CN(C(=O)NCC1=CC(=NC=C1)OCC(F)(F)F)CCC1(CC1)C(F)(F)F 1-Methyl-3-((2-(2,2,2-trifluoroethoxy)pyridin-4-yl)methyl)-1-(2-(1-(trifluoromethyl)cyclopropyl)ethyl)urea